tert-butyl (R)-(3-cyclobutyl-1-((3-hydroxy-4-methoxyphenethyl)amino)-1-oxopropan-2-yl)carbamate C1(CCC1)C[C@H](C(=O)NCCC1=CC(=C(C=C1)OC)O)NC(OC(C)(C)C)=O